8-chloro-6-(((S)-(1-((S)-1-fluoropropan-2-yl)-1H-1,2,3-triazol-4-yl)(2-methyl-1-oxo-1,2-dihydroisoquinolin-5-yl)methyl)amino)-4-(neopentylamino)quinoline-3-carbonitrile ClC=1C=C(C=C2C(=C(C=NC12)C#N)NCC(C)(C)C)N[C@@H](C1=C2C=CN(C(C2=CC=C1)=O)C)C=1N=NN(C1)[C@H](CF)C